4-(propoxy)cyclohexanone C(CC)OC1CCC(CC1)=O